FC1=C(C=C(C(=C1)[Si](C)(C)C)F)NC([C@@H](C1=CC=C(C=C1)COC)NC(=O)C1=CC(=NO1)O)=O N-((1R)-2-((2,5-difluoro-4-(trimethylsilyl)phenyl)amino)-1-(4-(methoxymethyl)phenyl)-2-oxoethyl)-3-hydroxy-1,2-oxazole-5-carboxamide